(2RS)-2-[4-(difluoromethyl)-6-[4-[(3R,4R)-1-ethyl-3-fluoro-4-piperidinyl]phenyl]-1-oxo-isoindolin-2-yl]-2-(6,7-dihydro-5H-pyrrolo[1,2-c]imidazol-1-yl)-N-thiazol-2-yl-acetamide FC(C1=C2CN(C(C2=CC(=C1)C1=CC=C(C=C1)[C@@H]1[C@H](CN(CC1)CC)F)=O)[C@@H](C(=O)NC=1SC=CN1)C1=C2N(C=N1)CCC2)F |&1:27|